3-amino-4-((2-oxo-2,3-dihydro-1H-benzo[d]imidazol-5-yl)amino)benzoic acid methyl ester COC(C1=CC(=C(C=C1)NC1=CC2=C(NC(N2)=O)C=C1)N)=O